COC(=O)C=1C=CC2=C(SCCCO2)C1 3,4-dihydro-2H-1,5-benzoxathiepin-7-carboxylic acid methyl ester